(R)-1-((8-(3'-(7-cyano-5-(((S)-1-hydroxy-prop-2-ylamino)methyl)benzo[d]oxazol-2-yl)-2,2'-dimethylbiphenyl-3-ylamino)-1,7-naphthyridin-3-yl)methyl)-3-methylpyrrolidine-3-carboxylic acid C(#N)C1=CC(=CC=2N=C(OC21)C=2C(=C(C=CC2)C2=C(C(=CC=C2)NC=2N=CC=C1C=C(C=NC21)CN2C[C@@](CC2)(C(=O)O)C)C)C)CN[C@H](CO)C